1-(4-(benzylamino)-5,6,7,8-tetrahydropyrido[2,3-d]pyrimidin-2-yl)-2-methyl-1H-indolecarboxamide hydrochloride salt Cl.C(C1=CC=CC=C1)NC=1C2=C(N=C(N1)N1C(CC3=CC=CC=C13)(C(=O)N)C)NCCC2